C(C)(C)(C)C(C1=CC=CC=C1)(O)C(C)(C)C di(tert-butyl)hydroxytoluene